2-(((5-(tert-butyl)-4-chloro-2-hydroxyphenyl)amino)methyl)-4-chloro-1-((R)-1-isopropylpyrrolidin-3-yl)-N-methyl-N-((S)-pyrrolidin-3-yl)-1H-imidazole-5-carboxamide C(C)(C)(C)C=1C(=CC(=C(C1)NCC=1N(C(=C(N1)Cl)C(=O)N([C@@H]1CNCC1)C)[C@H]1CN(CC1)C(C)C)O)Cl